N-(4-methoxybenzyl)propynylamine COC1=CC=C(CNC#CC)C=C1